NCCNC(=O)C1=CC=C(CSC(CCC(=O)OCC)=O)C=C1 Ethyl 4-((4-((2-aminoethyl)carbamoyl)benzyl)thio)-4-oxobutanoate